OC(CONC(C1=C(C(=C(C=C1)F)F)NC1=C(C=C(C=C1)I)F)=O)CO N-((5R)-2,3-dihydroxypropoxy)-3,4-difluoro-2-(2-fluoro-4-iodo-phenylamino)-benzamide